(2R,5x)-4-cyano-N-(6-(3-cyanophenyl)pyrimidin-4-yl)-5-methylmorpholine-2-carboxamide C(#N)N1C[C@@H](OCC1C)C(=O)NC1=NC=NC(=C1)C1=CC(=CC=C1)C#N